ClC1=C(C=C(C=C1)C=O)N(C(OC(C)(C)C)=O)C Tert-butyl N-(2-chloro-5-formylphenyl)-N-methylcarbamate